COC=1C=C(C=C(C1)OC)C1=CC=C(OCC=2N=NN(C2)S(=O)(=O)C2=CC=C(C=C2)[N+](=O)[O-])C=C1 (E)-4-((4-(3,5-Dimethoxyphenyl)phenoxy)methyl)-1-((4-nitrophenyl)sulfonyl)-1H-1,2,3-triazole